N,N-dicyclohexyl-1-naphthamidine C1(CCCCC1)N(C(=N)C1=CC=CC2=CC=CC=C12)C1CCCCC1